1,1-diiodoethane IC(C)I